5-[(2-hydroxyethyl)(propan-2-yl)amino]pentan-1-ol OCCN(CCCCCO)C(C)C